ClC1=CC(=C(C=C1)[C@]1(OC2=C(C1)C=CC=C2C2CCN(CC2)CC=2N(C(=C(N2)C)/C=C/C(=O)O)C[C@H]2OCC2)C)F (E)-3-(2-((4-((S)-2-(4-chloro-2-fluorophenyl)-2-methyl-2,3-dihydrobenzofuran-7-yl)piperidin-1-yl)methyl)-4-methyl-1-(((S)-oxetan-2-yl)methyl)-1H-imidazol-5-yl)acrylic acid